C(CCCCC)C1=C(C=CC=C1)OC(N)=O carbamic acid (hexylphenyl) ester